pyridine-3,5-dicarboxamidine N1=CC(=CC(=C1)C(=N)N)C(=N)N